Propylenediamine hydrochloride Cl.C(C(C)N)N